FC1=CN(C2=NC(=CN=C21)NC2=NNC(=C2)N2C1=C(N=CC2=O)C=CC=N1)C1CCNCC1 4-(3-((7-fluoro-5-(piperidin-4-yl)-5H-pyrrolo[2,3-b]pyrazin-3-yl)amino)-1H-pyrazol-5-yl)pyrido[2,3-b]pyrazin-3(4H)-one